6-(3,3-diethoxyprop-1-en-1-yl)quinoline (benzylsulfonyl)propionate C(C1=CC=CC=C1)S(=O)(=O)C(C(=O)O)C.C(C)OC(C=CC=1C=C2C=CC=NC2=CC1)OCC